C1(CCC1)NS(=O)(=O)C1=C(C(=C(C=C1CCCCC)O)CC=C(CCC=C(C)C)C)O N-cyclobutyl-3-(3,7-dimethylocta-2,6-dien-1-yl)-2,4-dihydroxy-6-pentylbenzenesulfonamide